2,4,7,9-TETRAMETHYL-decyne-4,7-diol CC(C)CC(C#CC(CC(C)C)(O)C)(O)C